4-hydroxy-2-hydroxyphenylmethane OC1=CC(=C(C=C1)C)O